CC=1SC(=CN1)C1CN(CC1)C(=O)C1=CC(=NN1)C1=CN=NC=C1 [3-(2-methylthiazol-5-yl)pyrrolidin-1-yl]-(3-pyridazin-4-yl-1H-pyrazol-5-yl)methanone